C(C=C)(=O)ON1CCN(CC1)OC(C=C)=O N,N'-bis(acryloyloxy)piperazine